CC(CNC=1C2=C(N=C(N1)C1=CC=NC=C1)C=NC=C2)(C)N 2-methyl-N1-(2-(pyridin-4-yl)pyrido[3,4-d]pyrimidin-4-yl)propane-1,2-diamine